C(C)ON(C(=O)C1=CC2=C(N=CC1)C=CC=C2)CCC N-ethoxy-N-propyl-3H-benzo[b]azepin-4-carboxamide